bicyclo[4.2.0]oct-1(6),2,4-trien-2-amine C1=2C(=CC=CC2CC1)N